C(C1=CC=CC=C1)OC(CCC=C)(C(F)(F)F)C1=NN=C(O1)C1=NC(=C(C=C1NC(OC(C)(C)C)=O)C(F)(F)F)C(CCC=C)(C(F)(F)F)O tert-butyl N-[2-[5-[1-benzyloxy-1-(trifluoromethyl)pent-4-enyl]-1,3,4-oxadiazol-2-yl]-6-[1-hydroxy-1-(trifluoromethyl)pent-4-enyl]-5-(trifluoromethyl)-3-pyridyl]carbamate